N-(2-((3R,5R)-3-((5-(difluoromethyl)pyrimidin-2-yl)amino)-5-fluoropiperidin-1-yl)-1,6-dimethyl-1H-benzo[d]imidazol-5-yl)acrylamide FC(C=1C=NC(=NC1)N[C@H]1CN(C[C@@H](C1)F)C1=NC2=C(N1C)C=C(C(=C2)NC(C=C)=O)C)F